(R)-1-(4-fluorophenyl)-5-(3-methyl-4-((1-methyl-1H-pyrazol-5-yl)sulfonyl)piperazin-1-yl)-1H-indazole FC1=CC=C(C=C1)N1N=CC2=CC(=CC=C12)N1C[C@H](N(CC1)S(=O)(=O)C1=CC=NN1C)C